2,11-difluoro-5-isopropyl-6-oxo-6,7-dihydro-5H-benzo[d]pyrido[3,2-f][1,3]diazepine-9-carbonitrile FC1=CC=2C3=C(NC(N(C2N=C1)C(C)C)=O)C=C(C=C3F)C#N